2-[6-amino-5-(trifluoromethyl)pyridin-3-yl]-N-[1-(3-fluorophenyl)cyclobutyl]-6,7-dihydrospiro[pyrazolo[5,1-c][1,4]oxazine-4,3'-pyrrolidine]-1'-carboxamide NC1=C(C=C(C=N1)C1=NN2C(=C1)C1(CN(CC1)C(=O)NC1(CCC1)C1=CC(=CC=C1)F)OCC2)C(F)(F)F